ClC1=NC=C(C(=C1)C1=C(C=NC(=C1)C)C(=O)NC=1SC2=C(N1)CN(C2)C(C2=NC(=CC=C2C)C)=O)OC 2'-chloro-N-(5-(3,6-dimethylpicolinoyl)-5,6-dihydro-4H-pyrrolo[3,4-d]thiazol-2-yl)-5'-methoxy-6-methyl-[4,4'-bipyridine]-3-carboxamide